N1C(=NC2=C1C=CC=C2)CNC2=NC(=NC=1N2N=CC1C)N1CC2CCC(C1)N2C(=O)OC(C)(C)C tert-butyl 3-(4-{[(1H-benzimidazol-2-yl)methyl]amino}-8-methylpyrazolo[1,5-a][1,3,5]triazin-2-yl)-3,8-diazabicyclo[3.2.1]octane-8-carboxylate